2,2'-(dodecylimino)diethanol C(CCCCCCCCCCC)N(CCO)CCO